4,4'-(1,3-Phenylenebis(oxy))diphthalic acid C1(=CC(=CC=C1)OC=1C=C(C(C(=O)O)=CC1)C(=O)O)OC=1C=C(C(C(=O)O)=CC1)C(=O)O